5-Amino-2-chloro-3-fluoro-N-(4-methyl-2-oxopentyl)benzamide NC=1C=C(C(=C(C(=O)NCC(CC(C)C)=O)C1)Cl)F